naphthalene-2-sulfonic acid ammonium salt [NH4+].C1=C(C=CC2=CC=CC=C12)S(=O)(=O)[O-]